1,3-dimethyl-butylidenepropylamine CC(CC(C)C)=NCCC